(R)-5-bromo-2-oxo-1-(1-phenylethyl)-1,2-dihydropyridine-3-carboxylic acid methyl ester COC(=O)C=1C(N(C=C(C1)Br)[C@H](C)C1=CC=CC=C1)=O